OC1=C(C=C(C=C1OC)CC=O)OC 4-hydroxy-3,5-dimethoxyphenylacetaldehyde